O1P(OC=2C(=C1C=CC2)C2=C(C=CC=C2C)C)(=O)OP(=O)([O-])[O-] (2,6-dimethylphenyl)-m-phenylene diphosphate